C(C1=CC=CC=C1)N1[C@H](CN([C@H](CN([C@H](CN([C@H](C1)CC)CC1=CC=CC=C1)CC)CC1=CC=CC=C1)CC)CC1=CC=CC=C1)CC (2S,5S,8S,11S)-1,4,7,10-tetrabenzyl-2,5,8,11-tetraethyl-1,4,7,10-tetrazacyclododecane